NCC1=C(CO)C=CC=C1 R-2-(aminomethyl)benzyl alcohol